BrC1=C2C=NNC2=CC(=C1OC=1C(=C(C#N)C=CC1)F)F ((4-Bromo-6-fluoro-1H-indazol-5-yl)oxy)-2-fluorobenzonitrile